2-nitrophenyloctylether [N+](=O)([O-])C1=C(C=CC=C1)CCCCCCCCOCCCCCCCCC1=C(C=CC=C1)[N+](=O)[O-]